[N+](#[C-])CCC=1C(=C(C(=O)C2=CC=C(C=C2)O)C=CC1)F isocyanoethyl-2-fluoro-4'-hydroxybenzophenone